CN(C)C1=CC=C(C=C1)C(=C2C=CC(=[N+](C)C)C=C2)C3=CC=C(C=C3)[N+](C)(C)C.[Cl-].[Cl-] The molecule is an iminium salt composed of (4-{[4-(dimethylamino)phenyl][4-(trimethylazaniumyl)phenyl]methylidene}cyclohexa-2,5-dien-1-ylidene)(dimethyl)ammonium and chloride ions in a 1:2 ratio. A histological dye used to demonstrate nucleic acids by the Unna-Pappenheim stain, in conjunction with Pyronin Y. It has a role as a fluorochrome and a histological dye. It is an organic chloride salt, an iminium salt and a quaternary ammonium salt. It contains a methyl green(2+).